2-(difluoromethoxy)-5-fluorobenzaldehyde FC(OC1=C(C=O)C=C(C=C1)F)F